ClC1=CC=C(C=C1)C1=N[C@@H](C=2N(C3=C1C(=C(S3)C)C)C(=NN2)C)CC(=O)O[C@H](C)C2=CC=C(C=C2)C(NC2=C(C=CC=C2)N)=O (R)-1-(4-((2-aminophenyl)carbamoyl)phenyl)ethyl 2-((R)-4-(4-chlorophenyl)-2,3,9-trimethyl-6H-thieno[3,2-f][1,2,4]triazolo[4,3-a][1,4]diazepin-6-yl)acetate